C(C(C)C)C1=CC=C(C=C1)C(C(=O)O)C 4-isobutyl-α-methylphenylacetic acid